3-(((4-(1,3-Dimethyl-1H-pyrazol-4-yl)phenyl)amino)methyl)pyrrolidine-1-carbonitrile CN1N=C(C(=C1)C1=CC=C(C=C1)NCC1CN(CC1)C#N)C